NC1=CC(=C(C(=O)N[C@H]2[C@H](CNCC2)OC)C=C1Cl)OC 4-amino-5-chloro-2-methoxy-N-((3s,4r)-3-methoxypiperidin-4-yl)benzamide